C(C)OC=1C(=NC=C(C1)C(F)(F)F)N1CCN(CC1)C(=O)OC(C)(C)C tert-butyl 4-(3-ethoxy-5-(trifluoromethyl)pyridin-2-yl)piperazine-1-carboxylate